1-(3-((2-ethoxy-2-oxoethyl)-carbamoyl)-4-hydroxy-7-phenoxy-isoquinolin-1-yl)-N,N,N-trimethylmethanaminium iodide [I-].C(C)OC(CNC(=O)C=1N=C(C2=CC(=CC=C2C1O)OC1=CC=CC=C1)C[N+](C)(C)C)=O